O=C(C(=O)NCCC(C(=O)O)CC1=CC(=C(C(=C1)C(C)(C)C)O)C(C)(C)C)NCCC(C(=O)O)CC1=CC(=C(C(=C1)C(C)(C)C)O)C(C)(C)C.C(#N)CCOCCCCCOCCC#N 1,5-bis(2-cyanoethoxy)pentane (1,2-Dioxo-1,2-ethanediyl)bis(imino-2,1-ethanediyl)bis[3-[4-hydroxy-3,5-bis(2-methyl-2-propanyl)phenyl]propanoate]